C1(CC1)C=1C(=NC=CC1)S(=O)(=O)NC=1C(=CC=C2C=CC=NC12)OC 3-cyclopropyl-N-(7-methoxy-quinolin-8-yl)-pyridine-2-sulfonamide